1-(3,5-difluorophenyl)-4-hydroxy-4,5,6,7-tetrahydro-1H-indole FC=1C=C(C=C(C1)F)N1C=CC=2C(CCCC12)O